C(C1=CC=CC=C1)N1CC(C(CC1)=O)C(=O)OCC ethyl 1-benzyl-4-oxopiperidine-3-carboxylate